γ-pyrone C1=COC=CC1=O